C(C)(C)(C)OC(=O)N1[C@@H](C[C@@H](C1)O)C (2r,4s)-4-hydroxy-2-methylpyrrolidine-1-carboxylic acid tert-butyl ester